C(C)(C)(C)OC(=O)N1C2(CCCC1CC2)CO 1-(hydroxymethyl)-8-azabicyclo[3.2.1]octane-8-carboxylic acid tert-butyl ester